CC1=C(C(=CC(=C1)C)C)N1C(N(CC1)C1=C(C=C(C=C1C)C)C)=C1C(=C(C(=C(N1)C(C1=NC=CC=C1Br)C1=CC=CC=C1)Br)Cl)Cl.[Ru+2] ruthenium (II) (1,3-bis-(2,4,6-trimethylphenyl)-2-imidazolidinylidene)dichloro(phenylmethylene)bis(3-bromopyridine)